1-(3,3-difluorocyclobutyl)ethan-1-ol (E)-methyl-2-[2-[3-(3-cyanophenoxy)phenoxy]phenyl]-3-methoxyacrylate C\C(=C(/C(=O)OC(C)C1CC(C1)(F)F)\C1=C(C=CC=C1)OC1=CC(=CC=C1)OC1=CC(=CC=C1)C#N)\OC